C(=O)O[C@@H]1C=CC[C@@H]([C@H]1C1=C(C2=NC(=CC(=C2S1)NCC=1SC=CC1)Cl)Cl)N (1R,5S,6R)-5-amino-6-(3,5-dichloro-7-((thiophen-2-ylmethyl)amino)thieno[3,2-b]pyridin-2-yl)cyclohex-2-en-1-ol formate